[N+](=O)([O-])C1=C(C=CC(=C1)S)C 2-nitro-p-tolyl mercaptan